FC1=CC2=C(NN=N2)C=C1F 5,6-difluorobenzotriazole